C(C1=CC=CC=C1)(=O)C=1N2CCC(C2=CC1)C(=O)O 5-benzoyl-2,3-dihydro-1H-pyrrolizine-1-carboxylic acid